tert-butyl 3-oxo-2,3-dihydro-pyrazole-1-carboxylate O=C1NN(C=C1)C(=O)OC(C)(C)C